(S)-tert-butyl (1-((4-(4-cyanophenyl)thiazol-2-yl)amino)-1-oxopropan-2-yl)carbamate C(#N)C1=CC=C(C=C1)C=1N=C(SC1)NC([C@H](C)NC(OC(C)(C)C)=O)=O